tert-butyl (2S)-4-(5-((4-(bis(4-methoxybenzyl) amino)-2-butoxyimidazo[2,1-f][1,2,4]triazin-7-yl) (hydroxy) methyl)-3-methylpyridin-2-yl)-2-methylpiperazine-1-carboxylate COC1=CC=C(CN(C2=NC(=NN3C2=NC=C3C(C=3C=C(C(=NC3)N3C[C@@H](N(CC3)C(=O)OC(C)(C)C)C)C)O)OCCCC)CC3=CC=C(C=C3)OC)C=C1